(S)-6-(cyclopropylmethoxy)-N-(1-hydroxy-4-methylpent-2-yl)-5-(pyrrolidin-1-yl)pyridineamide C1(CC1)COC1=C(C=CC(=N1)C(=O)N[C@H](CO)CC(C)C)N1CCCC1